NCCC1=C(C=C(N)C=C1)Cl 4-(2-aminoethyl)-3-chloroaniline